3-bromo-2-fluoronitrobenzene C1=CC(=C(C(=C1)Br)F)[N+](=O)[O-]